ClC1=C(C(=O)N2COC3=C(C2)C=CC=C3C3=CC(=C(C(=O)O)C=C3F)N3C2COCC3CC2)C(=CC(=C1)C=1N=NC(=CC1)OC)Cl 4-[3-[2,6-Dichloro-4-(6-methoxypyridazin-3-yl)benzoyl]-2,4-dihydro-1,3-benzoxazin-8-yl]-5-fluoro-2-(3-oxa-8-azabicyclo[3.2.1]octan-8-yl)benzoic acid